1-allyl-6,7-dichloro-3-((6-chloropyridin-3-yl)methyl)-1,3,4,9-tetrahydro-[1,2,6]thiadiazino[4,3-g]indole 2,2-dioxide C(C=C)N1S(N(CC=2C=C(C=3C(=CNC3C21)Cl)Cl)CC=2C=NC(=CC2)Cl)(=O)=O